1-phenyl-2-[4-(trifluoromethyl)phenyl]-hydrazine C1(=CC=CC=C1)NNC1=CC=C(C=C1)C(F)(F)F